CC1(C2CC=C([C@@H]1C2)CO)C (1R)-6,6-dimethylbicyclo[3.1.1]hept-2-ene-2-methanol